2,2-dimethylolbutanic acid C(O)C(C(=O)O)(CC)CO